ClC1=C(C=C2C(=NNC2=C1)CCC(=O)O)C1=CC=C(C=C1)C1=C(C=C(C=C1)C)O 3-(6-chloro-5-(2'-hydroxy-4'-methyl-[1,1'-biphenyl]-4-yl)-1H-indazol-3-yl)propanoic acid